oxylmethyl 1-methylcyclohexane-1-carboxylate CC1(CCCCC1)C(=O)OCO